C1=CC=CC=2C3=CC=CC=C3N(C12)C1=CC=C(C=C1)C1=C(C(=C(C(=C1C1=CC=C(C=C1)N1C2=CC=CC=C2C=2C=CC=CC12)C1=NC(=CC=C1)C)C1=CC=C(C=C1)N1C2=CC=CC=C2C=2C=CC=CC12)C1=CC=C(C=C1)N1C2=CC=CC=C2C=2C=CC=CC12)C#N 4',5'-bis(4-(9H-carbazol-9-yl)phenyl)-4,4''-di(9H-carbazol-9-yl)-6'-(6-methylpyridin-2-yl)-[1,1':2',1''-terphenyl]-3'-carbonitrile